C1(=CC=CC=C1)C1(C2=CC=CC=C2C=2C=CC(=CC12)N(C1=CC=CC=C1)C1=CC=C(C=C1)C1=CC=C(C=C1)C1=C(C=CC(=C1)C1=CC=CC=C1)C1=CC=CC=C1)C1=CC=CC=C1 (9,9-diphenyl-9H-fluorene-2-yl)-(2'',5''-diphenyl-[1,1':4',1'']terphenyl-4-yl)-phenylamine